3-benzyl-2-phenyl-4-pentynoic acid methyl ester COC(C(C(C#C)CC1=CC=CC=C1)C1=CC=CC=C1)=O